N[C@H](C(=O)OC(C)(C)C)CCC(=O)NCCOCCOCC(=O)OC (S)-tert-butyl 2-amino-5-((2-(2-(2-methoxy-2-oxoethoxy)ethoxy)ethyl)amino)-5-oxopentanoate